N-(3-(3'-chloro-6-methoxy-5-(((((R)-5-oxopyrrolidin-2-yl)methyl)amino)methyl)-[2,4'-bipyridin]-2'-yl)-2-methylphenyl)-5-(((oxetan-2-ylmethyl)amino)methyl)picolinamide ClC=1C(=NC=CC1C1=NC(=C(C=C1)CNC[C@@H]1NC(CC1)=O)OC)C=1C(=C(C=CC1)NC(C1=NC=C(C=C1)CNCC1OCC1)=O)C